3,6-di-tert-butyl-9H-carbazole-9-carboxamide C(C)(C)(C)C=1C=CC=2N(C3=CC=C(C=C3C2C1)C(C)(C)C)C(=O)N